CC1=NC=C(N=C1)C L-2,5-dimethylpyrazine